O=C1C(=C(C1=O)NC1=C(C(=NC=C1)C(=O)N(CCC)C)O)N[C@H]1C(CCC=2N=C(SC21)C)(C)C (S)-4-((3,4-dioxo-2-((2,6,6-trimethyl-4,5,6,7-tetrahydrobenzo[d]thiazol-7-yl)amino)cyclobut-1-en-1-yl)amino)-3-hydroxy-N-methyl-N-propylpicolinamide